5-Methoxythiochroman-4-one COC1=C2C(CCSC2=CC=C1)=O